S1C=NC2=C1C=CC(=C2)NC2=CC=NC1=CC=C(C=C21)C2=C(C=C(C=C2F)C(=O)N2CCOCC2)F (4-(4-(benzo[d]thiazol-5-ylamino)quinolin-6-yl)-3,5-difluorophenyl)(morpholino)methanone